C1(=CC=CC=C1)C(CC1=CC=CC=C1)OC(C(=C)C)=O 1,2-diphenylethylmethacrylat